hexamethyl-N'''-[3-(trimethoxysilyl)propyl]phosphorimidic triamide CN(P(N(C)C)(N(C)C)=NCCC[Si](OC)(OC)OC)C